BrC=1C(=C(C=C(C1)F)C1=CCC2(CN(C2)C(=O)OC(C)(C)C)CC1)F tert-Butyl 7-(3-bromo-2,5-difluorophenyl)-2-azaspiro[3.5]non-6-ene-2-carboxylate